tertbutyl 3-[(3aR,4R,6aR)-2,2-dimethyl-6-oxo-tetrahydrocyclopenta[d][1,3]dioxol-4-yl]piperidine-1-carboxylate CC1(O[C@H]2[C@@H](O1)C(C[C@@H]2C2CN(CCC2)C(=O)OC(C)(C)C)=O)C